4-hexyl hydroxybutyrate OC(C(=O)OC(CCC)CC)CC